C(C=C)(=O)OC(CSC1=CC=CC=2C=CSC21)CSC2=CC=CC=1C=CSC12 1,3-bis(7-benzothiophenylthio)-2-propyl acrylate